NC1=C2N=CN(C2=NC(=N1)F)[C@H]1C[C@@H]([C@@](O1)(CO)C#C)N(C(O)=O)CCCCCCCC.C(C(C)C)C1=CC=C(C=C1)C(=O)C1=C(C=C(C=C1O)O)O (4-isobutylphenyl)(2,4,6-trihydroxyphenyl)methanone (2R,3S,5R)-5-(6-amino-2-fluoro-9H-purin-9-yl)-2-ethynyl-2-(hydroxymethyl)tetrahydrofuran-3-yl-octylcarbamate